pyrimidineol sodium salt [Na].N1=C(N=CC=C1)O